[Cl-].C=1(C(=CC=CC1)N)C1=CC=CC=C1.[Pd+2].[Cl-] palladium(II) biphenyl-2-amine chloride